C1(CCCCC1)N1CCN(C2=CC=CC=C12)C(=O)N1CCCC1 (4-cyclohexyl-3,4-dihydroquinoxaline-1(2H)-yl)(pyrrolidin-1-yl)methanone